Ethyl-6-fluoro-7-morpholino-4-oxo-1-(tetrahydrofuran-2-yl)-1,4-dihydroquinolin-3-carboxylat C(C)OC(=O)C1=CN(C2=CC(=C(C=C2C1=O)F)N1CCOCC1)C1OCCC1